4,8-dihydroxy-2-methoxy-3-beta-D-glucopyranosyl-xanthone OC1=C(C(=CC=2C(C3=C(C=CC=C3OC12)O)=O)OC)[C@H]1[C@H](O)[C@@H](O)[C@H](O)[C@H](O1)CO